Cl.Cl.C(C)(C)(C)[C@H]1CN(CCN1)C=1N=NC(=CN1)C1=C(C=C(C=C1)C1=NC=NC(=C1)OC([2H])([2H])[2H])O 2-{3-[(3S)-3-tert-butylpiperazin-1-yl]-1,2,4-triazin-6-yl}-5-{6-[(2H3)methyloxy]pyrimidin-4-yl}phenol dihydrochloride